(2S)-2-[[(2S)-2-amino-3-(4-fluorophenyl)propionyl]amino]-4-[5-[bis(2-chloroethyl)amino]-1-methyl-benzimidazol-2-yl]butanoic acid ethyl ester dihydrochloride Cl.Cl.C(C)OC([C@H](CCC1=NC2=C(N1C)C=CC(=C2)N(CCCl)CCCl)NC([C@H](CC2=CC=C(C=C2)F)N)=O)=O